NC1=NC=2C=CC=CC2C2=C1N=C(N2C[C@H](C)O[P@](=O)(OC2=CC=CC=C2)N[C@@H](C)C(=O)OC(C)C)COCC isopropyl ((S)-(((S)-1-(4-amino-2-(ethoxymethyl)-1H-imidazo[4,5-c]quinolin-1-yl) propan-2-yl) oxy) (phenoxy) phosphoryl)-L-alaninate